C1(CC1)CN1N=NC2=C1C=CC(=C2C)/C=C/C(=O)OCC Ethyl (E)-3-(1-(cyclopropylmethyl)-4-methyl-1H-benzo[d][1,2,3]triazol-5-yl)acrylate